COC([C@@H](CC1=CC(=C(C=C1)OC)Cl)NC(\C=C\C[C@@H]([C@@H](\C=C\C=1C(=NOC1C)C)C)O[Si](C)(C)C(C)(C)C)=O)=O.C1(CCC1)C=1OC=CN1 2-cyclobutyl-oxazole methyl-(R)-2-((2E,5S,6R,7E)-5-((tert-butyldimethylsilyl)oxy)-8-(3,5-dimethylisoxazol-4-yl)-6-methylocta-2,7-dienamido)-3-(3-chloro-4-methoxyphenyl)propanoate